2-(1H-Imidazol-1-yl)-N-(1-(methylsulfonyl)piperidin-4-yl)-5H-pyrrolo[3,2-d]pyrimidine-4-carboxamide N1(C=NC=C1)C=1N=C(C2=C(N1)C=CN2)C(=O)NC2CCN(CC2)S(=O)(=O)C